isopropylamine lithium salt [Li].C(C)(C)N